6-[(2-cyanoethyl)amino]-4-[4-fluoro-2-(4-methyl-1,2,4-triazol-3-yl)phenyl]pyridine-2-carboxylic acid C(#N)CCNC1=CC(=CC(=N1)C(=O)O)C1=C(C=C(C=C1)F)C1=NN=CN1C